5-methyl-5-(2-carbonyl-2-(4-phenylpiperidin-1-yl)ethyl)indol CC1(C=C2C=CN=C2C=C1)CC(N1CCC(CC1)C1=CC=CC=C1)=C=O